7-bromo-3-iodo-1H-indazole BrC=1C=CC=C2C(=NNC12)I